OC1=C(C=CC=C1)C=1C=C2C(=NN1)NC[C@@H]1N2CCN(C1)C1CC2(CN(C2)C2CCN(CC2)CCCC(=O)OC)C1 (S)-methyl 4-(4-(6-(2-(2-hydroxyphenyl)-6a,7,9,10-tetrahydro-5H-pyrazino[1',2':4,5]pyrazino[2,3-c]pyridazin-8(6H)-yl)-2-azaspiro[3.3]heptan-2-yl)piperidin-1-yl)butanoate